N-{(S)-1-[4-fluoro-3-(trifluoromethyl)phenyl]ethyl}-4-[(S)-5-methyl-1,4-diazepan-1-yl]-8-cyclopropyl-6-methyl-2-oxo-1,2-dihydro-1,7-diaza-3-naphthamide FC1=C(C=C(C=C1)[C@H](C)NC(=O)C=1C(NC2=C(N=C(C=C2C1N1CCN[C@H](CC1)C)C)C1CC1)=O)C(F)(F)F